CC1=CC(=O)N(N1C)C2=CC=CC=C2 The molecule is a pyrazolone derivative that is 1,2-dihydropyrazol-3-one substituted with methyl groups at C-1 and C-5 and with a phenyl group at N-2. It has a role as a non-narcotic analgesic, an antipyretic, a non-steroidal anti-inflammatory drug, a cyclooxygenase 3 inhibitor, a xenobiotic and an environmental contaminant.